(5'S,7a'R)-1-(8-ethynyl[1,2,4]triazolo[1,5-a]pyridin-5-yl)-5'-phenyltetrahydro-3'H-spiro[piperidine-4,2'-pyrrolo[2,1-b][1,3]oxazol]-3'-one C(#C)C=1C=2N(C(=CC1)N1CCC3(C(N4[C@H](O3)CC[C@H]4C4=CC=CC=C4)=O)CC1)N=CN2